4-(bromomethyl)-5-(5-bromopyridin-2-yl)-3-methylisoxazole BrCC=1C(=NOC1C1=NC=C(C=C1)Br)C